NC1=C(C=C(C=C1)C1CC1)N(S(=O)(=O)C1CC1)C N-(2-amino-5-cyclopropylphenyl)-N-methylcyclopropanesulfonamide